[I-].C(CCCCC)OC=1C(=NSN1)C1=CCC[N+](C1)(C(CCCCCCCCCCCCCCC)OC(CC)=O)C 5-(4-(Hexyloxy)-1,2,5-thiadiazol-3-yl)-1-methyl-1-(1-(propionyloxy)hexadecyl)-1,2,3,6-tetrahydropyridin-1-ium iodide